ethanocytosin N1C(=O)N=C2NCCC2=C1